CC(C)(C1=CC=C(C=C1)C(C)(C)C2=CC=C(C=C2)N)C3=CC=C(C=C3)N 4,4'-(1,4-phenylenediisopropylidene)bisaniline